Ethyl-5-(N-(2-((2-chloro-N-(furan-2-ylmethyl)benzoylamino)methyl)-4-(pyrrolidin-1-yl)phenyl)-N-Ethylsulfamoyl)-3-methylbenzofuran-2-carboxylic acid C(C)C1=C(C=CC2=C1C(=C(O2)C(=O)O)C)S(N(CC)C2=C(C=C(C=C2)N2CCCC2)CN(CC=2OC=CC2)C(C2=C(C=CC=C2)Cl)=O)(=O)=O